5,5'-diallyl-2'-hydroxy-[1,1'-biphenyl]-2-yl (E)-3-(4-bromophenyl)acrylate BrC1=CC=C(C=C1)/C=C/C(=O)OC1=C(C=C(C=C1)CC=C)C1=C(C=CC(=C1)CC=C)O